BrC1=CC=CC(=N1)NC(=O)[C@H]1NC[C@H](C1)OC (2S,4S)-N-(6-bromopyridin-2-yl)-4-methoxypyrrolidine-2-carboxamide